(S)-N-(4-(4-amino-7-(1-methyl-1H-pyrazol-4-yl)furo[3,2-c]pyridin-3-yl)-2-(1-(4-fluorophenyl)eth-oxy)phenyl)-1,1-difluoromethane-sulfonamide NC1=NC=C(C2=C1C(=CO2)C2=CC(=C(C=C2)NS(=O)(=O)C(F)F)O[C@@H](C)C2=CC=C(C=C2)F)C=2C=NN(C2)C